NC1=CC(=NC=C1)N1C[C@@H](CCC1)NC1=NC=NC(=C1)N1CCOCC1 (R)-N-(1-(4-Aminopyridin-2-yl)piperidin-3-yl)-6-morpholinopyrimidin-4-amine